C1(=CC=CC=C1)C1=NN(C=C1)C1=NC=2N(C(=C1)N1CCOCC1)N=C(C2)C2=NC=CC=C2 4-[5-(3-phenylpyrazol-1-yl)-2-(2-pyridinyl)pyrazolo[1,5-a]pyrimidin-7-yl]morpholine